C(OCC)(OCC(F)(F)F)=O Ethyl trifluoroethyl carbonate